NC1=NC=NN2C1=C(C=C2C2=NC(=NC=C2)OCCO)N2CC(CCC2)N 2-((4-(4-Amino-5-(3-aminopiperidin-1-yl)pyrrolo[2,1-f][1,2,4]triazin-7-yl)pyrimidin-2-yl)oxy)ethan-1-ol